OC(CCCC(S(=O)(=O)[O-])O)S(=O)(=O)[O-].[Na+].[Na+] disodium 1,5-dihydroxypentane-1,5-disulfonate